1-(4-(3-(tert-butoxy)-3-oxopropyl)phenyl)piperidine-4-carboxylic acid ethyl ester C(C)OC(=O)C1CCN(CC1)C1=CC=C(C=C1)CCC(=O)OC(C)(C)C